2-bromo-4-chloro-3-(hydroxymethyl)benzonitrile BrC1=C(C#N)C=CC(=C1CO)Cl